CN1C(=CC2=CC=C(C=C12)OC=1N=CC(=NC1)C(=O)O)C(=O)N1CCN(CC1)CC1=CC=C(C=C1)OCC(F)(F)F 5-((1-methyl-2-(4-(4-(2,2,2-trifluoroethoxy)benzyl)piperazine-1-carbonyl)-1H-indol-6-yl)oxy)pyrazine-2-carboxylic acid